CC1=NC=2C(C=3C=CC=CC13)=C(N=C(N2)NC2CCN(CC2)C)N 6-methyl-N3-(1-methylpiperidin-4-yl)pyrimido[4,5-c]isoquinoline-1,3-diamine